tertbutyl (R)-(1-hydroxy-3-(6-methoxypyrazin-2-yl)propan-2-yl)carbamate OC[C@@H](CC1=NC(=CN=C1)OC)NC(OC(C)(C)C)=O